CC(C(C)O)C(C(C(C)(C)C)C)C 3,4,5,6,6-pentamethyl-2-heptanol